3-iodo-5-methoxy-1-methyl-1H-indazole IC1=NN(C2=CC=C(C=C12)OC)C